C[C@@H](C(=O)[O-])N The molecule is the L-enantiomer of alaninate. It has a role as a fundamental metabolite. It is an alaninate and a L-alpha-amino acid anion. It is a conjugate base of a L-alanine. It is an enantiomer of a D-alaninate.